C(C)(C)(C)N(C(=O)OCC(OCCCCCC)CO)C[C@H]1C[C@H]([C@@H]2OC(O[C@@H]21)(C)C)N2C=CC1=C2N=CN=C1Cl 2-hexyl-glycerol tert-Butyl-N-{[(3aR,4R,6R,6aS)-6-{4-chloropyrrolo[2,3-d]pyrimidin-7-yl}-2,2-dimethyl-tetrahydro-3aH-cyclopenta[d][1,3]dioxol-4-yl]methyl}carbamate